Ethyl 7-bromo-5-methyl-4-oxo-4,5-dihydrothieno[3,2-c]pyridine-2-carboxylate BrC=1C2=C(C(N(C1)C)=O)C=C(S2)C(=O)OCC